BrC=1N=C(C(=NC1)NC1CN(CC1)C(C)=O)OC 1-(3-((5-bromo-3-methoxypyrazin-2-yl)-amino)pyrrolidin-1-yl)ethan-1-one